Tetrakis(trimethylsilyl)arabinose-methyloxime CON=C([C@@](O)([C@](O)([C@](O)(CO)[Si](C)(C)C)[Si](C)(C)C)[Si](C)(C)C)[Si](C)(C)C